C(=O)(O)SCCNC(CCNC([C@@H](C(COP(OP(OC[C@@H]1[C@H]([C@H]([C@@H](O1)N1C=NC=2C(N)=NC=NC12)O)OP(=O)(O)O)(=O)O)(=O)O)(C)C)O)=O)=O carboxyl-coa